N-(2-pentyl-4-oxo-3,4-dihydro-2H-benzo[e][1,3]oxazin-6-yl)-5-chloro-1H-indole-2-carboxamide C(CCCC)C1OC2=C(C(N1)=O)C=C(C=C2)NC(=O)C=2NC1=CC=C(C=C1C2)Cl